C(C1=CC=CC=C1)N1C(C2NCCCC2C1=O)=O 6-benzyl-hexahydro-pyrrolo[3,4-b]-pyridine-5,7-dione